[N+](=O)([O-])C=1C(=C(C=CC1CCO)O)N 3-nitro-4-(β-hydroxyethyl)-aminophenol